CC=1SC2=C(N1)C=C(C=C2)/C=C/C(=O)OCC Ethyl (E)-3-(2-methylbenzo[d]thiazol-5-yl)acrylate